CC=1C=C(C=C(C1)C)NC1=NC=C(C(=N1)NC1=CC=C2CCNCC2=C1)C=1C=NN(C1)CCC N2-(3,5-dimethylphenyl)-5-(1-propyl-1H-pyrazol-4-yl)-N4-(1,2,3,4-tetrahydroisoquinolin-7-yl)pyrimidine-2,4-diamine